ClC1=CC=C(C=C1)C1=C(C(=NN1C1=C(C=C(C=C1)Cl)Cl)C(=O)NC1=CC=C(C=C1)C(NC1=NOC(=N1)C(F)(F)F)=O)C 5-(4-Chlorophenyl)-1-(2,4-dichlorophenyl)-4-methyl-N-(4-((5-(trifluoromethyl)-1,2,4-oxadiazole-3-yl)carbamoyl)phenyl)-1H-pyrazole-3-carboxamide